O1CCN(CC1)C1=NC=CC(=C1)NC(=O)C=1C=NN(C1C(F)(F)F)C1=C2C=CNC(C2=CC=C1)=O N-(2-morpholinopyridin-4-yl)-1-(1-oxo-1,2-dihydroisoquinolin-5-yl)-5-(trifluoromethyl)-1H-pyrazole-4-carboxamide